N1(CCCCC1)CC(=O)O 2-(piperidyl)acetic acid